CC1(OB(OC1(C)C)C=1C2=CC=CC=C2C(=C2C=CC=CC12)C1=CC=CC=C1)C 4,4,5,5-tetramethyl-2-(10-phenyl-9-anthracenyl)-1,3,2-dioxaborolan